2,3,5,6-tetramethyl-dioxane CC1OC(C(OC1C)C)C